Tetradecyl phosphite P(OCCCCCCCCCCCCCC)([O-])[O-]